2-[6-[(3aS,7aR)-6-ethyl-3,3a,4,5,7,7a-hexahydro-2H-pyrrolo[2,3-c]pyridin-1-yl]pyridazin-3-yl]-3-(trifluoromethyl)phenol C(C)N1C[C@H]2[C@@H](CC1)CCN2C2=CC=C(N=N2)C2=C(C=CC=C2C(F)(F)F)O